ClC=1C=CC(=NC1)N1CC2CCC(C1)N2C(=O)OC(C)(C)C tert-butyl 3-(5-chloropyridin-2-yl)-3,8-diazabicyclo[3.2.1]octane-8-carboxylate